azo-isobutyronitrile CC(CN=NCC(C)C#N)C#N